(S)-3,3'-bis(2-naphthyl)-1,1'-binaphthol phosphate P(=O)(O)(O)OC=1C(=C2C=CC=CC2=CC1C1=CC2=CC=CC=C2C=C1)C1=CC(=CC2=CC=CC=C12)C1=CC2=CC=CC=C2C=C1